C(#N)C1=C(C=CC=C1C1CCCCC1)NC(=O)C=1SC=2CNCCC2N1 N-(2-cyano-3-cyclohexylphenyl)-4,5,6,7-tetrahydro[1,3]thiazolo[5,4-c]pyridine-2-carboxamide